NC=1C(=C(C(=C(C1)[C@H]1[C@@H](O[C@]([C@H]1C)(C(F)(F)F)C)C=1NC(=CC(C1)=O)C)OC)F)F 2-((2R,3S,4S,5R)-3-(5-amino-3,4-difluoro-2-methoxyphenyl)-4,5-dimethyl-5-(trifluoromethyl)tetrahydrofuran-2-yl)-6-methylpyridin-4(1H)-one